C(CCCCCCCCC)C(C(=O)OCCCCCCCC)CCCC(=O)[O-] octyl decyladipate